5-[6-(cyclopropylamino)3-azabicyclo[3.1.0]hexane-3-yl]-N-(8-fluoro-2-methyl-imidazo[1,2-a]pyridin-6-yl)pyrazine-2-carboxamide C1(CC1)NC1C2CN(CC12)C=1N=CC(=NC1)C(=O)NC=1C=C(C=2N(C1)C=C(N2)C)F